C(C)N=C=NCC Diethylcarbodiimide